CN(S(O)(=O)=O)CC(CO)O N-methyl-N-(2,3-dihydroxypropyl)sulfamic acid